2-(2-methylphenoxy)-N-phenyl-N-(tetrahydro-furan-2-ylmethyl)acetamide CC1=C(OCC(=O)N(CC2OCCC2)C2=CC=CC=C2)C=CC=C1